acryloyloxyethyl-dodecyl-dimethyl-ammonium bromide [Br-].C(C=C)(=O)OCC[N+](C)(C)CCCCCCCCCCCC